COC=1C=NC(=CN1)C1=CN=CN1C 3-methoxy-6-(1-methyl-1H-imidazol-5-yl)pyrazine